5-(4-fluoro-2-methoxyphenyl)-1-methyl-N-(4-(morpholin-4-yl)phenyl)-4-oxo-4,5-dihydro-1H-pyrrolo[3,2-c]pyridine-3-carboxamide FC1=CC(=C(C=C1)N1C(C2=C(C=C1)N(C=C2C(=O)NC2=CC=C(C=C2)N2CCOCC2)C)=O)OC